C(CCCCC)[Si](OCCOCC)(CCCCCC)CCCCCC tri-n-hexyl-(2-ethoxyethoxy)silane